ethyl (Z)-3-hydroxy-5-oxo-5-phenylpent-3-enoate O\C(\CC(=O)OCC)=C/C(C1=CC=CC=C1)=O